C1(=CC=CC=C1)C(C#C)(C)O[Si](C=CCCCC)(C)C (3-phenyl-1-butyn-3-oxy)dimethylhexenylsilane